tert-butyl ((1S,2S,3R)-3-((2-bromo-5-nitropyridin-4-yl)amino)-2-hydroxycyclohexyl)carbamate BrC1=NC=C(C(=C1)N[C@H]1[C@@H]([C@H](CCC1)NC(OC(C)(C)C)=O)O)[N+](=O)[O-]